(2R,3R,4S,5R,6R)-4-(4-(4-chloro-3,5-difluorophenyl)-1H-1,2,3-triazol-1-yl)-2-(hydroxymethyl)-5-methoxy-6-((5-(tetrahydro-2H-pyran-4-yl)isoxazol-3-yl)methyl)tetrahydro-2H-pyran-3-ol ClC1=C(C=C(C=C1F)C=1N=NN(C1)[C@H]1[C@H]([C@H](O[C@@H]([C@@H]1OC)CC1=NOC(=C1)C1CCOCC1)CO)O)F